sulfonyl-3-(3,3,4,4-tetrafluoropyrrolidin-1-yl)indazole (3S,4S)-tert-butyl-3-amino-4-fluoropyrrolidine-1-carboxylate C(C)(C)(C)OC(=O)N1C[C@@H]([C@H](C1)F)N.S(=O)(=O)=C1C2=C(N=NC2=CC=C1)N1CC(C(C1)(F)F)(F)F